N,N'-(decane-1,10-diyldipyridin-1-yl-4-ylidene)dioctan-1-amine C(CCCCCCCCCN1C=CC(C=C1)=NCCCCCCCC)N1C=CC(C=C1)=NCCCCCCCC